spiro[3H-1,3-benzoxazine-2,1'-cyclobutane]-4-one C12(CCC1)OC1=C(C(N2)=O)C=CC=C1